tert-butyl (2-(5-oxo-4,5-dihydro-1,2,4-oxadiazol-3-yl)phenyl)carbamate O=C1NC(=NO1)C1=C(C=CC=C1)NC(OC(C)(C)C)=O